C(C)C(CO)CCCC 2-ethyl-1-hydroxyhexan